1-(4-((4-(4-(1,2-di(4-hydroxyphenyl)but-1-en-1-yl)phenyl)piperazin-1-yl)methyl)-3-fluorophenyl)dihydropyrimidine-2,4(1H,3H)-dione OC1=CC=C(C=C1)C(=C(CC)C1=CC=C(C=C1)O)C1=CC=C(C=C1)N1CCN(CC1)CC1=C(C=C(C=C1)N1C(NC(CC1)=O)=O)F